Eicosyllithium C(CCCCCCCCCCCCCCCCCCC)[Li]